methoxythieno[3,2-b]pyridine COC1=CC2=NC=CC=C2S1